ClCC1=NN(C(=C1)C)C 3-(chloromethyl)-1,5-dimethyl-1H-pyrazole